(3R)-4-(5-iodo-7-(3-methyl-1-(tetrahydro-2H-pyran-2-yl)-1H-pyrazol-5-yl)-4-(1-methyl-1H-pyrazol-5-yl)imidazo[1,5-b]pyridazin-2-yl)-3-methylmorpholine IC=1N=C(N2N=C(C=C(C21)C2=CC=NN2C)N2[C@@H](COCC2)C)C2=CC(=NN2C2OCCCC2)C